(R)-N-(2-(benzylsulfanyl)-1-(9H-pyrido[3,4-b]indol-1-yl)ethyl)acetamide C(C1=CC=CC=C1)SC[C@@H](C1=NC=CC2=C1NC1=CC=CC=C21)NC(C)=O